3-((hexyl-1,1-d2)oxy)-4-(1-methyl-1,2,5,6-tetrahydropyridin-3-yl)-1,2,5-thiadiazole C(CCCCC)([2H])([2H])OC1=NSN=C1C=1CN(CCC1)C